C(#N)C1=C(SC=2CN(CCC21)C2=NC=C(C=N2)C=2C=C1C=C(NC1=CC2)C(=O)N)NC=2C=NN(C2)C 5-(2-(3-cyano-2-(1-methyl-1H-pyrazol-4-ylamino)-4,7-dihydrothieno[2,3-c]pyridin-6(5H)-yl)pyrimidin-5-yl)-1H-indole-2-amide